6-methoxy-2-((1S,2S)-2-methyl-4-oxocyclohexyl)-2H-indazole-5-carboxylic acid COC=1C(=CC2=CN(N=C2C1)[C@@H]1[C@H](CC(CC1)=O)C)C(=O)O